ClC1=C(C(=O)N[C@H](C(=O)OCC2=CC=CC=C2)CNC(=O)N[C@@H]2CCC3=CC=CC=C23)C(=CC(=C1)C(=O)N1CC2=CC=CC=C2C1)Cl (S)-benzyl 2-(2,6-dichloro-4-(isoindoline-2-carbonyl)benzamido)-3-(3-((R)-2,3-dihydro-1H-inden-1-yl)ureido)propanoate